N=CO iminomethanol